4'-(2-Bromoethyl)-5-methoxy-[1,1'-biphenyl]-3,4-diol BrCCC1=CC=C(C=C1)C1=CC(=C(C(=C1)OC)O)O